tri(triphenylsiloxy)vanadium C1(=CC=CC=C1)[Si](O[V](O[Si](C1=CC=CC=C1)(C1=CC=CC=C1)C1=CC=CC=C1)O[Si](C1=CC=CC=C1)(C1=CC=CC=C1)C1=CC=CC=C1)(C1=CC=CC=C1)C1=CC=CC=C1